1-[2-(4,7-diazaspiro[2.5]octan-7-yl)-6-[5-[(6-methylpyridazin-3-yl)amino]benzimidazol-1-yl]-3-pyridyl]ethanol C1CC12NCCN(C2)C2=NC(=CC=C2C(C)O)N2C=NC1=C2C=CC(=C1)NC=1N=NC(=CC1)C